ClC1=C(C(=CC=C1)C1=CC=CC=C1)C(=O)O chloro-biphenylcarboxylic acid